C(CCCCCCCCCCC)(=O)OCC(COC(CCCCCCCCCCC)=O)(COC(CCCCCCCCCCC)=O)CO pentaerythritol tri-laurate